4-((1S,4S,5R)-5-((5-cyclopropyl-3-(spiro[2.5]octan-6-yl)isoxazol-4-yl)methoxy)-2-azabicyclo[2.2.1]heptan-2-yl)-3-fluoro-N-((tetrahydro-2H-pyran-4-yl)sulfonyl)benzamide C1(CC1)C1=C(C(=NO1)C1CCC2(CC2)CC1)CO[C@H]1[C@@H]2CN([C@H](C1)C2)C2=C(C=C(C(=O)NS(=O)(=O)C1CCOCC1)C=C2)F